1-((3S)-3-(4-amino-3-((2,6-difluoro-3,5-dimethoxyphenyl)ethynyl)-7-(1-hydroxyethyl)-1H-pyrazolo[4,3-c]pyridin-1-yl)pyrrolidin-1-yl)prop-2-en-1-one NC1=NC=C(C2=C1C(=NN2[C@@H]2CN(CC2)C(C=C)=O)C#CC2=C(C(=CC(=C2F)OC)OC)F)C(C)O